CO[Si](CCCNCCN)(OC)OC N-[3-(Trimethyloxysilyl)propyl]ethylenediamine